(1S,2S)-2-(3-chlorophenyl)-N-(4-(((6-cyclopropyl-8-(3-(trifluoromethyl)piperazin-1-yl)imidazo[1,2-a]pyridin-2-yl)methyl)amino)pyridin-2-yl)cyclopropane-1-carboxamide ClC=1C=C(C=CC1)[C@@H]1[C@H](C1)C(=O)NC1=NC=CC(=C1)NCC=1N=C2N(C=C(C=C2N2CC(NCC2)C(F)(F)F)C2CC2)C1